di(but-3-yn-1-yl) 3,3'-((2-hydroxyethyl)azanediyl)dipropionate OCCN(CCC(=O)OCCC#C)CCC(=O)OCCC#C